1-(4-pyridinyl)-1,3-propanediol N1=CC=C(C=C1)C(CCO)O